ethyladamantanedicarboxylic acid C(C)C1(C2(CC3CC(CC1C3)C2)C(=O)O)C(=O)O